OC1=C(C=CC(=C1OCOC)OCOC)C(C)=O 1-(2-hydroxy-3,4-di(methoxymethoxy)phenyl)ethan-1-one